N-(4-(4-amino-1-((3-methyl-1-(1H-1,2,4-triazole-1-carbonyl)piperidin-2-yl)methyl)-1H-pyrazolo[3,4-d]pyrimidin-3-yl)benzyl)-5-fluoro-2-methoxybenzamide NC1=C2C(=NC=N1)N(N=C2C2=CC=C(CNC(C1=C(C=CC(=C1)F)OC)=O)C=C2)CC2N(CCCC2C)C(=O)N2N=CN=C2